2-(2-(Dimethylamino)ethoxy)-4-(4-fluorophenyl)-6-phenylpyridine-3-carbonitrile CN(CCOC1=NC(=CC(=C1C#N)C1=CC=C(C=C1)F)C1=CC=CC=C1)C